OC1=CC2=C(C=N1)CN(C2)C(=O)OC(C)(C)C tert-butyl 6-hydroxy-1H-pyrrolo[3,4-c]pyridine-2(3H)-carboxylate